(2R)-1-(6-chloro-1-(2,6-diethylphenyl)-4-((2S)-2-methyl-4-(2-propenoyl)-1-piperazinyl)-2-oxo-1,2-dihydropyrido[2,3-d]pyrimidin-7-yl)-2-pyrrolidinecarbonitrile ClC1=CC2=C(N(C(N=C2N2[C@H](CN(CC2)C(C=C)=O)C)=O)C2=C(C=CC=C2CC)CC)N=C1N1[C@H](CCC1)C#N